(tetramethylcyclopentadienyl)(n-propylcyclopentadienyl)Zirconium CC=1C(=C(C(C1)(C)[Zr]C1(C=CC=C1)CCC)C)C